1-Butyl-N-(2-isopropylphenyl)-2-(naphthalen-1-yl)-1H-benzo[d]imidazol-4-amine C(CCC)N1C(=NC2=C1C=CC=C2NC2=C(C=CC=C2)C(C)C)C2=CC=CC1=CC=CC=C21